Rel-5-[[2-[(2R,5R)-4,4-difluoro-5-methyl-2-(6-methyl-3-pyridyl)-1-piperidyl]-2-oxo-acetyl]amino]pyridine-3-carboxamide FC1(C[C@@H](N(C[C@H]1C)C(C(=O)NC=1C=C(C=NC1)C(=O)N)=O)C=1C=NC(=CC1)C)F |o1:3,6|